2,2,2-trifluoroethyl 2-[ethyl-[1-[2-methyl-4-(1,1,2,2,2-pentafluoroethyl)phenyl]ethyl]amino]-2-oxo-acetate C(C)N(C(C(=O)OCC(F)(F)F)=O)C(C)C1=C(C=C(C=C1)C(C(F)(F)F)(F)F)C